lithium 2-fluoro-4,5-dioxo-2-(perfluorophenyl)-1,3,2-dioxaborolan-2-uide F[B-]1(OC(C(O1)=O)=O)C1=C(C(=C(C(=C1F)F)F)F)F.[Li+]